N=1C=CC2=CC=3C(O[C@H]4[C@@H](CN3)CCOC4)=NC21 (6aR,10aS)-6,6a,7,8,10,10a-hexahydropyrano[4,3-f]pyrrolo[3',2':5,6]pyrido[2,3-b][1,4]oxazepin